eicosyl tetramethyldisiloxane tertbutyl 5-bromo-3-fluoropicolinate BrC=1C=C(C(=NC1)C(=O)OC(C)(C)C)F.C(CCCCCCCCCCCCCCCCCCC)[SiH](O[Si](C)(C)C)C